C(C)N(CCCCCCCC(=O)NC=1C=CC2=C(C(=CO2)C2C(NC(CC2)=O)=O)C1)CC 8-(diethylamino)-N-(3-(2,6-dioxopiperidin-3-yl)benzofuran-5-yl)octanamide